ONC(=O)C1=NC=C(C=C1)NC=1OC=C(N1)C1=CC=C(C=C1)C(F)(F)F N-hydroxy-5-((4-[4-(trifluoromethyl)phenyl]-1,3-oxazol-2-yl)amino)pyridineamide